3-(7-((4-((4,4-difluoropiperidin-1-yl)methyl)-3-fluorobenzyl)amino)-1-methyl-1H-indazol-3-yl)piperidine-2,6-dione FC1(CCN(CC1)CC1=C(C=C(CNC=2C=CC=C3C(=NN(C23)C)C2C(NC(CC2)=O)=O)C=C1)F)F